(2s,4s)-2-(4-(3-(1-methylcyclopropyl)phenyl)piperidine-1-carbonyl)-7-oxa-5-azaspiro[3.4]octan-6-one CC1(CC1)C=1C=C(C=CC1)C1CCN(CC1)C(=O)C1CC2(C1)NC(OC2)=O